N-(5-Chloro-1H-pyrrolo[3,2-b]pyridin-3-yl)-4-(pyridin-3-yl)-1H-benzo[d]imidazol-2-amine ClC1=CC=C2C(=N1)C(=CN2)NC2=NC1=C(N2)C=CC=C1C=1C=NC=CC1